FC1=CC=C(C=C1)C1=CN=C(O1)S(=O)(=O)C(C)C 5-(4-fluorophenyl)-2-(isopropylsulfonyl)oxazole